NC[C@@]1([C@@H]2CCN(C[C@H]12)C1=CN=C2C(=N1)NN=C2C2=C1C=CC=NC1=C(C=C2)C(=O)NC)C2=C(C(=CC=C2)F)F 5-(6-((1S,6R,7R)-7-(aminomethyl)-7-(2,3-difluorophenyl)-3-azabicyclo[4.1.0]heptan-3-yl)-1H-pyrazolo[3,4-b]pyrazin-3-yl)-N-methylquinoline-8-carboxamide